BrC1=CN=C(C(=N1)NC1=CC=C(C=C1)N1CCOCC1)N 6-bromo-N2-(4-morpholinophenyl)pyrazine-2,3-diamine